6-chloro-1-(1-(pyridazin-3-yl)ethyl)-1H-pyrazolo[4,3-c]pyridine ClC1=CC2=C(C=N1)C=NN2C(C)C=2N=NC=CC2